ClC1=C(C(=O)N(C(=O)C=2C=3C(CCN(C3C=C(C2)[N+](=O)[O-])CC2=CC=C(C=C2)OC)CC2=CC=C(C=C2)OC)CC2=CC=C(C=C2)OC)C=C(C=C1)F N-(2-chloro-5-fluorobenzoyl)-N,1,4-tris(4-methoxybenzyl)-7-nitro-1,2,3,4-tetrahydroquinoline-5-carboxamide